C1=C(C=C(C(=C1F)F)F)I 3,4,5-trifluoroiodobenzene